ClC(C1=NC(=NO1)C1=CC=2N(C=C1)C=C(N2)CC(=O)N=S(=O)(CC=2N=COC2)C)(F)F 2-(7-(5-(chlorodifluoromethyl)-1,2,4-oxadiazol-3-yl)imidazo[1,2-a]pyridin-2-yl)-N-(methyl(oxazol-4-ylmethyl)(oxo)-λ6-sulfaneylidene)acetamide